3,5-di-tert-butyl-4-hydroxyisooctyl phenylpropionate C1(=CC=CC=C1)C(C(=O)OCCC(C(C(C(C)C)C(C)(C)C)O)C(C)(C)C)C